2-(oxapent-2-yl)ethanol OC(CCC)CCO